C(C)(C)(C)OC(=O)N1C(C=CCC1)C1=CC=C(C=C1)C#N (4-cyanophenyl)-5,6-dihydropyridine-1(2H)-carboxylic acid tert-butyl ester